C(C1=CC=CC=C1)OCCOC1=CC=C(C=C1)N1CCN(CC1)CCNC 2-(4-(4-(2-(benzyloxy)ethoxy)phenyl)piperazin-1-yl)-N-methylethan-1-amine